ClC=1C(=CC(=C(C1)C1=NNC=C1C1=NC2=CC(=CN=C2C=C1)C=1N=C(N2C1CNCC2)C(F)(F)F)F)F 2-[3-(5-chloro-2,4-difluoro-phenyl)-1H-pyrazol-4-yl]-7-[3-(trifluoromethyl)-5,6,7,8-tetrahydroimidazo[1,5-a]pyrazin-1-yl]-1,5-naphthyridine